bromo-2,3-difluorobenzenesulfonyl chloride BrC1=C(C(=C(C=C1)S(=O)(=O)Cl)F)F